(R)-3,3-Diethyl-5-(2-(6-phenyl-2,6-diazaspiro[3.3]heptan-2-yl)ethyl)dihydrofuran-2(3H)-on C(C)C1(C(O[C@H](C1)CCN1CC2(C1)CN(C2)C2=CC=CC=C2)=O)CC